ClC=1C2=CN(N=C2C(=CC1C1=CNC2=NC(=CN=C21)N2C1CC(CC2CC1)N)F)C endo-8-[7-(4-chloro-7-fluoro-2-methyl-2H-indazol-5-yl)-5H-pyrrolo[2,3-b]pyrazin-3-yl]-8-azabicyclo[3.2.1]octan-3-amine